methyl 3-cyano-5-oxo-6,7,8,9-tetrahydro-5H-benzo[7]annulene-2-carboxylate C(#N)C1=CC2=C(CCCCC2=O)C=C1C(=O)OC